2-(bromomethyl)-1,3-dimethyl-benzene BrCC1=C(C=CC=C1C)C